1-methyl-3-(2-trimethylsilylethynyl)pyrazolo[3,4-c]pyridine-4-carbaldehyde CN1N=C(C2=C1C=NC=C2C=O)C#C[Si](C)(C)C